ethyl 5-(N-(3-(1-((1s,3s)-adamantan-1-ylmethyl)-5-methyl-1H-pyrazol-4-yl)-6-(methyl(5-methyl-6-(thiazolo[5,4-b]pyridin-2-ylamino)pyridazin-3-yl)amino)picolinoyl)sulfamoyl)pentanoate C12(CC3CC(CC(C1)C3)C2)CN2N=CC(=C2C)C=2C(=NC(=CC2)N(C=2N=NC(=C(C2)C)NC=2SC3=NC=CC=C3N2)C)C(=O)NS(=O)(=O)CCCCC(=O)OCC